FCC1(CC1)N1C=C2C(N=C(N=C2N[C@H](C)C2=C(C(=CC=C2)[N+](=O)[O-])C)C)=C(C1=O)OC (R)-6-(1-(fluoromethyl)cyclopropyl)-8-methoxy-2-methyl-4-((1-(2-methyl-3-nitrophenyl)ethyl)amino)pyrido[4,3-d]pyrimidine-7(6H)-one